BrC1=CC(=C(C=C1)NC1=C(N=CC=2N1C=NC2)C(=O)NOC[C@@H](CO)O)F (R)-5-(4-Bromo-2-fluorophenylamino)-N-(2,3-dihydroxy-propoxy)imidazo[1,5-a]pyrazine-6-carboxamide